7-(2-fluoro-6-(2-oxa-7-azaspiro[4.4]nonan-7-yl)pyridin-4-yl)-5,6,7,8-tetrahydro-2,7-naphthyridine-3-carboxylic acid FC1=NC(=CC(=C1)N1CCC=2C=C(N=CC2C1)C(=O)O)N1CC2(CCOC2)CC1